1-((10-hydroxy-7-(3-(trifluoromethyl)cyclopentane-1-carbonyl)-7-azaspiro[4.5]decan-10-yl)methyl)-N,N-dimethyl-6-oxo-4-phenyl-1,6-dihydropyridine-3-carboxamide OC1(CCN(CC12CCCC2)C(=O)C2CC(CC2)C(F)(F)F)CN2C=C(C(=CC2=O)C2=CC=CC=C2)C(=O)N(C)C